CN1CCC(CC1)C1=NC=CC=2C3=C(N=CC12)NC=C3C3=CC=NC=C3 6-(1-methylpiperidin-4-yl)-1-(pyridin-4-yl)-3H-pyrrolo[2,3-c][2,7]naphthyridine